4-((7,9,9-trimethyl-9,10-dihydroacridin-3-yl)methyl)morpholine CC1=CC=C2NC=3C=C(C=CC3C(C2=C1)(C)C)CN1CCOCC1